N(=[N+]=[N-])CCOCCOCCOCCOCCO 14-azido-3,6,9,12-tetraoxatetradecan-1-ol